meta-xylene dibromide [Br-].[Br-].C1(=CC(=CC=C1)C)C